ClC=1C=C(C=CC1)N[C@@H](C)C(=O)N1[C@@H]2CC([C@H]([C@H]1C(=O)N[C@@H](C[C@H]1C(NCCC1)=O)C#N)CC2)(F)F (1S,3S,4S)-2-((3-chlorophenyl)-L-alanyl)-N-((S)-1-cyano-2-((S)-2-oxopiperidin-3-yl)ethyl)-5,5-difluoro-2-azabicyclo[2.2.2]octane-3-carboxamide